5-((1-(3-fluoropropyl)azetidin-3-yl)amino)picolinaldehyde FCCCN1CC(C1)NC=1C=CC(=NC1)C=O